3-(azepan-1-yl)-N-{3-[imino(methyl)oxo-λ6-sulfanyl]phenyl}-6-(trifluoromethyl)pyridazine-4-carboxamide N1(CCCCCC1)C=1N=NC(=CC1C(=O)NC1=CC(=CC=C1)S(=O)(C)=N)C(F)(F)F